(cyclopropoxymethyl)piperidin C1(CC1)OCN1CCCCC1